FC1=CC=C(C=C1C1=C(C=CC=C1)C)[C@H](CC(=O)OCC)NC(=O)NC=1C(N(C(=CC1O)C)C)=O ethyl (S)-3-(6-fluoro-2'-methylbiphenyl-3-yl)-3-(3-(4-hydroxy-1,6-dimethyl-2-oxo-1,2-dihydro pyridin-3-yl)ureido)propanoate